5-{[4-(3-chlorobenzyl)-5-cyano-2-thienyl]carbonyl}pyrimidin ClC=1C=C(CC=2C=C(SC2C#N)C(=O)C=2C=NC=NC2)C=CC1